[C@@H]1(C[C@H](O)[C@@H](CO)O1)N1C=NC=2C(N)=NC=NC12 2'-Desoxyadenosin